2-(3-(2-bromo-5-fluoropyrimidin-4-yl)-6-methoxypyrazolo[1,5-a]pyrimidin-5-yl)propan-2-ol BrC1=NC=C(C(=N1)C=1C=NN2C1N=C(C(=C2)OC)C(C)(C)O)F